FC1(CCN(CC1)C(=O)C1=CC(=C(C=C1)C=1C=C(C2=C(C=C(O2)CNC(\C=C\C=2C=NC=CC2)=O)C1)C(F)(F)F)F)F (E)-N-((5-(4-(4,4-difluoropiperidine-1-carbonyl)-2-fluorophenyl)-7-(trifluoromethyl)benzofuran-2-yl)methyl)-3-(pyridin-3-yl)acrylamide